OC1=C(C=C(C=C1C(C)(C)C)C1=NC(=NC(=N1)SCCCCCCCC)SCCCCCCCC)C(C)(C)C 6-(4-hydroxy-3,5-di-tert-butylphenyl)-2,4-bis(octylthio)-1,3,5-triazine